4'-azido-2'-deoxy-2'-fluorouridine N(=[N+]=[N-])[C@]1([C@H]([C@H]([C@@H](O1)N1C(=O)NC(=O)C=C1)F)O)CO